5-[4-amino-5-(trifluoromethyl)pyrrolo[2,1-f][1,2,4]triazin-7-yl]-2-methoxy-N-(3-phenylbutyl)pyridine NC1=NC=NN2C1=C(C=C2C=2C=CC(N(C2)CCC(C)C2=CC=CC=C2)OC)C(F)(F)F